(3-bromo-5-chloro-2-fluorophenyl)cyclopentanesulfonamide BrC=1C(=C(C=C(C1)Cl)C1(CCCC1)S(=O)(=O)N)F